(7S)-tert-butoxycarbonylamino-5-azaspiro[2.4]heptane C(C)(C)(C)OC(=O)NC1CC12CNCC2